COCCNCCC(=O)O 3-((2-methoxyethyl)amino)propionic acid